5-[3-(trifluoroacetylamino)propynyl]-3'-O-(tert-butyldithiomethyl)-2'-deoxycytidine FC(C(=O)NCC#CC=1C(=NC(N([C@H]2C[C@H](OCSSC(C)(C)C)[C@@H](CO)O2)C1)=O)N)(F)F